ClC1=CC=CC=2C=3N(C(=NC12)NC=1C(N=CC=NC1)=O)N=C(N3)C3=CC=C(C=C3)F (6R)-6-{[7-chloro-2-(4-fluorophenyl)[1,2,4]triazolo[1,5-c]quinazolin-5-yl]amino}-1,4-diazepin-5-one